5-(2-((2R,5S)-2-(2-(2-(dimethylamino)-2-methylpropyl)benzo[d]thiazol-5-yl)-5-methylpiperidin-1-yl)-2-oxoacetamido)-2-methoxynicotinamide CN(C(CC=1SC2=C(N1)C=C(C=C2)[C@@H]2N(C[C@H](CC2)C)C(C(=O)NC=2C=NC(=C(C(=O)N)C2)OC)=O)(C)C)C